N-methoxymethanamine-hydrochloride Cl.CONC